[C@H](C)(CC)N1N=CC=2N=C(N=C(C21)NC(CO)C=2C=NC1=CC=CC=C1C2)N2CCN(CC2)C(=O)N 4-[1-((S)-sec-butyl)-7-(2-hydroxy-1-quinolin-3-yl-ethylamino)-1H-pyrazolo[4,3-d]pyrimidin-5-yl]-piperazine-1-carboxylic acid amide